6-amino-3-methyl-1-phenyl-1H-imidazo[4,5-b]pyridin-2(3H)-one NC=1C=C2C(=NC1)N(C(N2C2=CC=CC=C2)=O)C